propyl-dimethylbutyl-ammonium chloride [Cl-].C(CC)[N+](CCCC)(C)C